C(#N)C1=CC2=C(N(C3=C(C=C2)C=CC=N3)CC3=CC=C(C(=O)NO)C=C3)C=C1 4-((8-cyano-11H-benzo[b]pyrido[3,2-f]azepin-11-yl)methyl)-N-hydroxybenzamide